CC=1C(=NC(=NC1C)C1=NC=CC=C1)N(CC(=O)NC1=C(C=CC=C1C)C)C 2-{[5,6-dimethyl-2-(pyridin-2-yl)pyrimidin-4-yl](methyl)amino}-N-(2,6-dimethylphenyl)acetamide